tert-butyl 7-bromo-5-((4-(chlorodifluoromethoxy)phenyl)carbamoyl)indoline-1-carboxylate BrC=1C=C(C=C2CCN(C12)C(=O)OC(C)(C)C)C(NC1=CC=C(C=C1)OC(F)(F)Cl)=O